C(C)OC(CC)OCOC(=O)C1C2C=CC(C1)C2 5-(1-ethoxypropyloxymethyl-oxycarbonyl)-bicyclo[2.2.1]Hept-2-ene